6-(2-chloro-6-fluorophenyl)-2-({2-[(3S)-3-fluoropyrrolidin-1-yl]-2,3-dihydro-1H-inden-5-yl}amino)imidazo[1,2-a]pyrimido[5,4-e]pyrimidin-5(6H)-one ClC1=C(C(=CC=C1)F)N1C=2N(C3=C(C1=O)C=NC(=N3)NC=3C=C1CC(CC1=CC3)N3C[C@H](CC3)F)C=CN2